OC1=CC=C(C=C1)C(C)(C1=CC=CC2=CC=CC=C12)C1=CC=C(C=C1)O 1,1-Bis-(4-hydroxyphenyl)-1-(1-naphthyl)-ethane